3-[(2-bromophenyl)sulfanyl]-N-hydroxypyridine-4-carboximidamide BrC1=C(C=CC=C1)SC=1C=NC=CC1C(NO)=N